FC(C(=O)O)(F)F.CN1CC2N(C=3C=CC4=C(C13)CN(C4=O)[C@@H]4C(NC(CC4)=O)=O)CCNC2 (3S)-3-(4-methyl-1-oxo-3,4,5,5a,6,7,8,9-octahydropyrazino[1,2-a]pyrrolo[3,4-f]quinoxalin-2(1H)-yl)piperidine-2,6-dione trifluoroacetate salt